BrC1=C2C=NN(C2=CC(=C1CCCOCC[C@H]1CN(CCC1)C(=O)OC(C)(C)C)Cl)C1OCCCC1 tert-Butyl (3S)-3-(2-(3-(4-bromo-6-chloro-1-(tetrahydro-2H-pyran-2-yl)-1H-indazol-5-yl)propoxy)ethyl)piperidine-1-carboxylate